C[Si](N([Si](C)(C)C)C)(C)C N-trimethylsilyl-N-trimethylsilyl-Methylamine